4-(5-(3,4-dichlorophenyl)pyridin-2-yl)piperazine-1-carboxylic acid ClC=1C=C(C=CC1Cl)C=1C=CC(=NC1)N1CCN(CC1)C(=O)O